C[Si](C1=CC=C(C=C)C=C1)(C)C 4-(trimethylsilyl)styrene